1-(3,5-Dichloro-2-methylpyrazolo[1,5-a]pyrimidin-6-yl)ethan-1-one diammonium phosphate P(=O)([O-])([O-])O.[NH4+].[NH4+].ClC=1C(=NN2C1N=C(C(=C2)C(C)=O)Cl)C